2-(1-(2-(6-chloroimidazo[1,2-a]pyridin-3-yl)pyrimidin-4-yl)piperidin-3-yl)-2-methylpropanoic acid ClC=1C=CC=2N(C1)C(=CN2)C2=NC=CC(=N2)N2CC(CCC2)C(C(=O)O)(C)C